7-(3-Chloro-4-((3,5-difluoropyridin-2-yl)methoxy)-5',6-dimethyl-2-oxo-2H-[1,4'-bipyridyl]-2'-yl)-2,3-dihydrobenzofuran-3-carboxylic acid methyl ester COC(=O)C1COC2=C1C=CC=C2C2=NC=C(C(=C2)N2C(C(=C(C=C2C)OCC2=NC=C(C=C2F)F)Cl)=O)C